N1(CCC1)C1CCN(CC1)C(=O)OC1=CC=C2C(=CC=NC2=C1)NC1=CN=NC(=C1)C1=C(C=CC(=C1)Cl)F 4-{[6-(5-chloro-2-fluorophenyl)pyridazin-4-yl]amino}-quinolin-7-yl 4-(azetidin-1-yl)piperidine-1-carboxylate